7-(3-(dimethylamino)propoxy)-4-morpholino-N-(3-phenyl-1H-pyrazol-5-yl)pyrido[3',2':4,5]furo[3,2-d]pyrimidin-2-amine hydrochloride Cl.CN(CCCOC=1C=CC2=C(OC3=C2N=C(N=C3N3CCOCC3)NC3=CC(=NN3)C3=CC=CC=C3)N1)C